N-{2-fluoro-3-[6-oxo-4-(trifluoromethyl)-1,6-dihydropyrimidin-2-yl]-4-(trifluoromethyl)benzyl}-1-(Pyridin-2-yl)piperidine-4-carboxamide FC1=C(CNC(=O)C2CCN(CC2)C2=NC=CC=C2)C=CC(=C1C=1NC(C=C(N1)C(F)(F)F)=O)C(F)(F)F